ClC1=CC=C2C(C(=CN(C2=N1)C1=C(C=C(C=C1F)F)F)C(=O)NC(C)C(C(F)(F)F)(F)F)=O 7-chloro-4-oxo-N-[3,3,4,4,4-pentafluorobutan-2-yl]-1-(2,4,6-trifluorophenyl)-1,4-dihydro-1,8-naphthyridine-3-carboxamide